methyl 3,7-diketocholanate O=C1CC2CC([C@H]3[C@@H]4CC[C@H]([C@@H](CCC(=O)OC)C)[C@]4(CC[C@@H]3[C@]2(CC1)C)C)=O